[(1R)-2,2-difluoro-1-{[(3S)-3-fluoropyrrolidin-1-yl]methyl} cyclopropyl]methyl acetate C(C)(=O)OC[C@]1(C(C1)(F)F)CN1C[C@H](CC1)F